bis(pyridin-2-ylmethyl)glycine methyl ester COC(CN(CC1=NC=CC=C1)CC1=NC=CC=C1)=O